COC([C@](CC)(C)OCC1=NN(C(=C1)C1=CC(=CC=C1)OC1CC1)C=1C=CC=C2C=NN(C12)C)=O (2R)-2-([5-(3-Cyclopropoxyphenyl)-1-(1-methyl-1H-indazol-7-yl)-1H-pyrazol-3-yl]methoxy)-2-methylbutyric acid methyl ester